5-((5-(4-(3,3-Difluoroazetidin-1-yl)phenyl)oxazol-2-yl)amino)picolinonitrile FC1(CN(C1)C1=CC=C(C=C1)C1=CN=C(O1)NC=1C=CC(=NC1)C#N)F